ClC=1C=C(C=C(C1)C=1C=C2N=CC=NC2=CC1)[C@H]1N(CC(OC1)(C)C)C(C=C)=O (R)-1-(5-(3-chloro-5-(quinoxalin-6-yl)phenyl)-2,2-dimethylmorpholino)prop-2-en-1-one